[Rb+].[O-2].[Rb+] rubidium oxide, rubidium salt